(3S,4R)-1-[4-({8-[(2R,3S)-3-[(ethanesulfonyl)methyl]-2-methylazetidin-1-yl]-5-(propan-2-yl)-2,6-naphthyridin-3-yl}amino)pyrimidin-2-yl]-3-fluoro-4-methyl-piperidin-4-ol C(C)S(=O)(=O)C[C@@H]1[C@H](N(C1)C=1C=NC(=C2C=C(N=CC12)NC1=NC(=NC=C1)N1C[C@@H]([C@@](CC1)(O)C)F)C(C)C)C